2-(2-azidobut-3-en-1-yl)malonic acid dimethyl ester COC(C(C(=O)OC)CC(C=C)N=[N+]=[N-])=O